N-cyclopropyl-2-(isopropylamino)-6-methoxy-4-[7-(1-methylpyrazol-4-yl)imidazo[1,2-a]pyridin-3-yl]benzamide C1(CC1)NC(C1=C(C=C(C=C1OC)C1=CN=C2N1C=CC(=C2)C=2C=NN(C2)C)NC(C)C)=O